FC1(COC1)CN1C(NC2=NC=C(C=C21)C2=CC(=CC=C2)C(F)(F)F)=O 1-[(3-fluorooxetan-3-yl)methyl]-6-[3-(trifluoromethyl)phenyl]-3H-imidazo[4,5-b]pyridin-2-one